C(CCC)[Al] butylaluminum